2-(3,5-dichloro-4-((2-(pyridin-4-ylmethyl)-1-oxo-1,2,3,4-tetraHydroisoquinolin-6-yl)oxy)phenyl)hydrazine ClC=1C=C(C=C(C1OC=1C=C2CCN(C(C2=CC1)=O)CC1=CC=NC=C1)Cl)NN